S(=O)(=O)(O)SC#N sulpho thiocyanate